O[C@@H](C)C1=C2N=CC=NC2=C(C=C1CNC(C=C)=O)C1=CC=C(C=C1)OC(F)(F)F (S)-N-((5-(1-hydroxyethyl)-8-(4-(trifluoromethoxy)phenyl)quinoxalin-6-yl)methyl)acrylamide